1-tetrahydropyran-2-yl-4-(4,4,5,5-tetramethyl-1,3,2-dioxaborolan-2-yl)triazole O1C(CCCC1)N1N=NC(=C1)B1OC(C(O1)(C)C)(C)C